FC1=C(C=CC=C1C)C1=C(C=C2C(=N1)C(=NN2CC2=CC=C(C=C2)OC)I)OC (2-fluoro-3-methylphenyl)-3-iodo-6-methoxy-1-(4-methoxybenzyl)-1H-pyrazolo[4,3-b]pyridine